C(C)(C)(C)OC(=O)N(C=1C2=C(N=C(N1)Cl)C(=C(S2)C[C@@H](C(=O)OC)C)C)CC=2OC=CC2 methyl (S)-3-(4-((tert-butoxycarbonyl)(furan-2-ylmethyl)amino)-2-chloro-7-methylthieno[3,2-d]pyrimidin-6-yl)-2-methylpropanoate